C1(CC1)N1C=C(C(C2=CC(=CC=C12)F)=O)C(=O)O 1-cyclopropyl-6-fluoro-4-oxoquinoline-3-carboxylic acid